Disodium 2-methylthio-5'-inosinate CSC=1N=C(C=2N=CN([C@H]3[C@H](O)[C@H](O)[C@@H](C(O)C(=O)[O-])O3)C2N1)O.[Na+].[Na+].CSC=1N=C(C=2N=CN([C@H]3[C@H](O)[C@H](O)[C@@H](C(O)C(=O)[O-])O3)C2N1)O